N1=NC=CC2=CC(=CC=C12)C1=CNC=2N=C(N=C(C21)OC)N[C@H]2CCC(N(C2)C)=O (S)-5-((5-(cinnolin-6-yl)-4-methoxy-7H-pyrrolo[2,3-d]pyrimidin-2-yl)amino)-1-methylpiperidin-2-one